IC=1C(C=C(C(C1)=O)I)=O 2,5-diiodo-1,4-benzoquinone